CC1NC2=C(NC1=O)C=NC1=C2C=CN1 2-methyl-4,7-dihydro-1H-pyrrolo[3',2':5,6]pyrido[3,4-b]pyrazin-3(2H)-one